[Zn].N(=O)N(O)C1CCCCC1 N-nitroso-N-cyclohexyl-hydroxylamine zinc